(S)-benzyl (11-chloro-8-hydroxy-6-oxo-10-(trifluoromethyl)-2,3,4,6-tetrahydro-[1,4]thiazepino[2,3,4-ij]quinazolin-3-yl)carbamate ClC1=C(C=C2C(=NC(N3C2=C1SC[C@H](C3)NC(OCC3=CC=CC=C3)=O)=O)O)C(F)(F)F